CC(C)C=1N=COC1C(=O)N1CCC(CC1)CCCCNC(=O)C=1C=CC=2N(C1)C=CN2 N-[4-(1-{[4-(propan-2-yl)-1,3-oxazol-5-yl]carbonyl}piperidin-4-yl)butyl]imidazo[1,2-a]pyridine-6-carboxamide